4-fluoro-2,6-dimeth-ylaniline FC1=CC(=C(N)C(=C1)C)C